2-(2-(((3R,4S)-1-((1H-imidazol-4-yl)sulfonyl)-3-methylpiperidin-4-yl)amino)-5-(trifluoro-methyl)pyrimidin-4-yl)-6,6-dimethyl-5,6-dihydro-4H-thieno[2,3-c]pyrrol-4-one N1C=NC(=C1)S(=O)(=O)N1C[C@H]([C@H](CC1)NC1=NC=C(C(=N1)C1=CC2=C(C(NC2=O)(C)C)S1)C(F)(F)F)C